(R)-2-(5-isopropyl-2-methyl-8-oxothiazolo[5',4':4,5]pyrrolo[1,2-d][1,2,4]triazin-7(8H)-yl)-N-(1-methylpiperidin-3-yl)acetamide C(C)(C)C1=NN(C(C=2N1C1=C(C2)SC(=N1)C)=O)CC(=O)N[C@H]1CN(CCC1)C